N12C[C@H](C(CC1)CC2)OC(N[C@@H]2C(CCC1=CC(=C(C=C21)F)C2=CC=C(C=C2)OCC(C)C)(C)C)=O (S)-quinuclidin-3-yl((R)-7-fluoro-6-(4-isobutoxyphenyl)-2,2-dimethyl-1,2,3,4-tetrahydronaphthalen-1-yl)carbamate